Cl.ClC1=C(C=CC(=C1Cl)OC)C(C)NC(N(C1C(CN(CC1)C)(C)C)C)=O 3-(1-(2,3-dichloro-4-methoxyphenyl)ethyl)-1-methyl-1-(1,3,3-trimethyl-piperidin-4-yl)urea monohydrochloride salt